ClC=1C=C(C=C(C1)C1=CC=CC=2C3=CC=CC=C3C(C12)(C)C)C1=CC=CC=2C3=CC=CC=C3C(C12)(C)C 1,1'-(5-chloro-1,3-phenylene)bis(9,9-dimethyl-9H-fluorene)